ClC(C(=O)[O-])(CC)Cl 2,2-di-chloro-butyrate